N-(4-(bicyclo[3.1.0]hexan-3-yloxy)-3,5-difluorophenyl)-6-(3-methoxy-3-methylazetidin-1-yl)-5-methylpicolinamide C12CC(CC2C1)OC1=C(C=C(C=C1F)NC(C1=NC(=C(C=C1)C)N1CC(C1)(C)OC)=O)F